3-amino-5-(4,4-difluoropiperidin-1-yl)-4-fluorobenzonitrile NC=1C=C(C#N)C=C(C1F)N1CCC(CC1)(F)F